7-[3-(3,4-dimethoxyphenyl)-1H-pyrazolo[4,3-c]quinolin-1-yl]-1,2,3,4-tetrahydroisoquinoline COC=1C=C(C=CC1OC)C1=NN(C2=C1C=NC=1C=CC=CC21)C2=CC=C1CCNCC1=C2